C(C)OC(C(C(=O)OCC)=CC1=C(C=CC=C1)O)=O 2-(2-hydroxy-benzylidene)-malonic acid diethyl ester